C(C)(CC)C1(C=CC=C1)[Y](C1(C=CC=C1)C(C)CC)C1(C=CC=C1)C(C)CC Tris(sec-butylcyclopentadienyl)yttrium